2-(4-methoxyphenyl)-2-tolylacetonitrile COC1=CC=C(C=C1)C1(C(C=CC=C1)C)CC#N